(3S,20R)-20-(hydroxymethyl)-pregn-7-en-3-ylalcohol OC[C@H](C)[C@H]1CC[C@H]2C3=CCC4C[C@H](CC[C@]4(C)[C@H]3CC[C@]12C)O